1-((3R,4S)-3-fluoro-4-((6-fluoro-4-methoxy-5-(quinoxalin-6-yl)pyrrolo[2,1-f][1,2,4]triazin-2-yl)amino)piperidin-1-yl)ethan-1-one F[C@@H]1CN(CC[C@@H]1NC1=NN2C(C(=N1)OC)=C(C(=C2)F)C=2C=C1N=CC=NC1=CC2)C(C)=O